FC1=C(C=C(C=C1F)C1=C(C=CC=C1C)C)[C@H](CC(=O)O)NC([C@H](CC(C)C)N1N=C(C=C(C1=O)C)CCN1CC(C1)F)=O (S)-3-(4,5-difluoro-2',6'-dimethyl-[1,1'-biphenyl]-3-yl)-3-((S)-2-(3-(2-(3-fluoroazetidin-1-yl)ethyl)-5-methyl-6-oxopyridazin-1(6H)-yl)-4-methyl-valerylamino)propionic acid